ethyl 2-[4-chloro-2,6-dioxo-3-(2-trimethylsilylethoxymethyl)pyrimidin-1-yl]acetate ClC=1N(C(N(C(C1)=O)CC(=O)OCC)=O)COCC[Si](C)(C)C